4-bromo-2-(4,4,4-trifluorobutyl)-1H-imidazole BrC=1N=C(NC1)CCCC(F)(F)F